C(C1=CC=CC=C1)OC(=O)N[C@H]1CN([C@@H](C=C[C@@H]1C)C)C(=O)OCC1=CC=CC=C1 |&1:11,17| benzyl (3R,4S,7R) and (3S,4R,7R)-3-(((benzyloxy)carbonyl)amino)-4,7-dimethyl-2,3,4,7-tetrahydro-1H-azepine-1-carboxylate